BrC=1C=C(C=C(C1)NS(=O)(=O)C)NC(=O)C=1C=NN(C1)C1=NC=C(C=C1)C(F)(F)F N-(3-bromo-5-(methylsulfonamido)phenyl)-1-(5-(trifluoromethyl)pyridin-2-yl)-1H-pyrazole-4-carboxamide